ethyl 1-[(1S)-1-cyclopropylethyl]-1H-imidazole-4-carboxylate C1(CC1)[C@H](C)N1C=NC(=C1)C(=O)OCC